N-(4-(9,9-diphenyl-9H-fluoren-2-yl)phenyl)-9,9-dimethyl-N-(4-(phenanthren-9-yl)phenyl)-9H-fluoren-4-amine C1(=CC=CC=C1)C1(C2=CC=CC=C2C=2C=CC(=CC12)C1=CC=C(C=C1)N(C1=CC=CC=2C(C3=CC=CC=C3C12)(C)C)C1=CC=C(C=C1)C=1C2=CC=CC=C2C=2C=CC=CC2C1)C1=CC=CC=C1